C(CCC)OP(OCCCC)(=O)CC1=CC(=C(C(=C1)C(C)(C)C)O)C(C)(C)C (3,5-Di-tert-butyl-4-hydroxyphenyl)methylphosphonic acid dibutyl ester